COC(=O)C1=NC=C(C=C1C1=CCC2(CC2)CC1)[N+](=O)[O-] 5-nitro-3-{spiro[2.5]oct-5-en-6-yl}pyridine-2-carboxylic acid methyl ester